3-[2-(p-tolylsulfonyloxy)ethoxy]Azetidine-1-carboxylic acid tert-butyl ester C(C)(C)(C)OC(=O)N1CC(C1)OCCOS(=O)(=O)C1=CC=C(C=C1)C